FC1=CC=C(C=C1)C=CC(C)=O 4-(4-fluorophenyl)-3-buten-2-one